2-(5,7-difluoro-1H-indol-3-yl)-N,N-diethyl-ethane-1-amine FC=1C=C2C(=CNC2=C(C1)F)CCN(CC)CC